COC1=C(C=C(C(=C1)[N+](=O)[O-])OC)CCN 2-(2,5-dimethoxy-4-nitrophenyl)ethylamine